2,7-dihydroxy-3-methylnaphthalene OC1=CC2=CC(=CC=C2C=C1C)O